1-(1,3-dichloropropane-2-yl)piperidine ClCC(CCl)N1CCCCC1